C(C)(=O)OC[C@H]1O[C@H]([C@@H]([C@@H]1F)OC(C)=O)N1C2=NC(=NC=C2N(C1=O)CC1=CC(=CC=C1)C#N)N ((2R,3R,4S,5R)-4-Acetoxy-5-(2-amino-7-(3-cyanobenzyl)-8-oxo-7,8-dihydro-9H-purin-9-yl)-3-fluorotetrahydrofuran-2-yl)methyl acetate